N1C=NC=C1CC=1SC=C(N1)[C@H](CC1=CC=C(C=C1)[N+](=O)[O-])N (S)-1-(2-((1H-imidazol-5-yl)methyl)thiazol-4-yl)-2-{4-nitrophenyl}ethanamine